5-[(3-Chlorophenyl)thio]-2-(methylsulfanyl)pyrimidine-4-carboxylic acid ClC=1C=C(C=CC1)SC=1C(=NC(=NC1)SC)C(=O)O